tert-butyl-3-(4-(benzylamino)-2-chloropyrrolo[2,1-f][1,2,4]triazin-7-yl)piperidine C(C)(C)(C)N1CC(CCC1)C1=CC=C2C(=NC(=NN21)Cl)NCC2=CC=CC=C2